2-methyl-2-(1-((5-amino-1-p-toluenesulfonyl-1H-pyrrolo[2,3-b]pyridin-4-yl)amino)piperidin-4-yl)propionitrile CC(C#N)(C)C1CCN(CC1)NC1=C2C(=NC=C1N)N(C=C2)S(=O)(=O)C2=CC=C(C)C=C2